N12C[C@H](C(CC1)CC2)OC(N[C@@H]2C(CC1=CC(=C(C=C21)C)C2=CC=C(C=C2)OCC(C)C)(C)C)=O (S)-quinuclidin-3-yl((R)-5-(4-isobutoxyphenyl)-2,2,6-trimethyl-2,3-dihydro-1H-inden-1-yl)carbamate